(2,4,6-trihydroxy-1,3-phenylene)bis(butan-1-one) OC1=C(C(=CC(=C1CCCC=O)O)O)CCCC=O